[W].[Sn]=O tin oxide tungsten